C(C)(C)C1=CC=C(OCC(=O)N(CC=2SC=CC2)C2=CC=CC=C2)C=C1 2-(4-isopropylphenoxy)-N-phenyl-N-(thiophen-2-ylmethyl)acetamide